FC(CO[C@H]1CC[C@H](CC1)NC1=NN2C(C=N1)=C(C=C2)C2=CC=C1C(=N2)N(C(=N1)C)CC(F)F)F N-(cis-4-(2,2-difluoroethoxy)cyclohexyl)-5-(3-(2,2-difluoroethyl)-2-methyl-3H-imidazo[4,5-b]pyridin-5-yl)pyrrolo[2,1-f][1,2,4]triazin-2-amine